racemic-1-(3,5-difluorophenyl)-1,2,3,4-tetrahydroisoquinoline FC=1C=C(C=C(C1)F)[C@H]1NCCC2=CC=CC=C12 |r|